4-bromo-1-(bromomethyl)-2-Methylbenzene BrC1=CC(=C(C=C1)CBr)C